4-(4,4-dimethyl-3-(6-methylpyridin-3-yl)-2,5-dioxoimidazolidin-1-yl)-3-fluoro-2-methylthiobenzonitrile CC1(N(C(N(C1=O)C1=C(C(=C(C#N)C=C1)SC)F)=O)C=1C=NC(=CC1)C)C